C(C1=CC=CC=C1)C1=C(SC=2N3C([C@@H](OCC21)C)=NN=C3C)C#CC3=CN=C(N3)CCCC#CC3=C2C(N(C(C2=CC=C3)=O)C3C(NC(CC3)=O)=O)=O 4-(5-(5-(((S)-3-Benzyl-6,9-dimethyl-4H,6H-thieno[2,3-e][1,2,4]triazolo[3,4-c][1,4]oxazepin-2-yl)ethynyl)-1H-imidazol-2-yl)pent-1-yn-1-yl)-2-(2,6-dioxopiperidin-3-yl)isoindolin-1,3-dion